2,2,3,3,3-pentafluoro-propan-1-ol FC(CO)(C(F)(F)F)F